NC=1C=C(C(=C2CCC(C(C12)=O)NC(C)=O)OC)F N-(8-amino-6-fluoro-5-methoxy-1-oxo-1,2,3,4-tetrahydronaphthalen-2-yl)acetamide